The molecule is the conjugate acid of (R)-nicotine arising from selective protonation of the tertiary amino group; major species at pH 7.3. It is an ammonium ion derivative and an organic cation. It is a conjugate acid of a (R)-nicotine. It is an enantiomer of a (S)-nicotinium(1+). C[NH+]1CCC[C@@H]1C2=CN=CC=C2